(2R)-2-(4-cyclopropyl-5-methoxy-2-oxo-1H-1,6-naphthyridin-3-yl)-N-[(1S)-1-(2,4-difluorophenyl)ethyl]propenamide C1(CC1)C1=C(C(NC2=CC=NC(=C12)OC)=O)C(C(=O)N[C@@H](C)C1=C(C=C(C=C1)F)F)=C